BrC=1C=C(C=NC1OC)C(C)NCC 1-(5-bromo-6-methoxypyridin-3-yl)-N-ethylethan-1-amine